CC(C(=O)O)(C)C1=CC=C(C=C1)C(F)(F)F 2-methyl-2-(4-(trifluoromethyl)phenyl)propanoic acid